(2R,3S)-2-(4-(cyclopentylamino)phenyl)-1-((2-methoxyphenyl)-sulfonyl)-N-(4-methyl-3-(trifluoromethyl)phenyl)piperidine-3-carboxamide C1(CCCC1)NC1=CC=C(C=C1)[C@@H]1N(CCC[C@@H]1C(=O)NC1=CC(=C(C=C1)C)C(F)(F)F)S(=O)(=O)C1=C(C=CC=C1)OC